2-(2-(6-fluoroquinolin-4-yl)octahydro-5H-pyrrolo[3,4-c]pyridin-5-yl)-N-(4-methoxyphenyl)propanamide FC=1C=C2C(=CC=NC2=CC1)N1CC2CN(CCC2C1)C(C(=O)NC1=CC=C(C=C1)OC)C